2-(Cyclohexylmethoxy)-4,6-bis(methoxymethoxy)-3-methylbenzaldehyde C1(CCCCC1)COC1=C(C=O)C(=CC(=C1C)OCOC)OCOC